2-((3-(3-Fluorophenethyl)-4-oxo-3,4-dihydropteridin-2-yl)thio)-N-(thiazol-2-yl)propenamide FC=1C=C(CCN2C(=NC3=NC=CN=C3C2=O)SC(C(=O)NC=2SC=CN2)=C)C=CC1